Ethyl 2-((4-bromo-5-chloro-2-((1-tosyl-1H-Indol-4-yl)amino)phenyl)amino)-2-oxoacetate BrC1=CC(=C(C=C1Cl)NC(C(=O)OCC)=O)NC1=C2C=CN(C2=CC=C1)S(=O)(=O)C1=CC=C(C)C=C1